4-(dibenzylamino)-1-ethynylcyclohexane-1-ol C(C1=CC=CC=C1)N(C1CCC(CC1)(O)C#C)CC1=CC=CC=C1